N1CCC(CC1)N1N=C(C=2C1=NC=CC2)C=2C=CC=C(C(=O)N)C2 5-(1-(piperidin-4-yl)-1H-pyrazolo[3,4-b]pyridin-3-yl)benzamide